4-(2,4-Dichlorophenyl)-5-methyl-2-(2-thienylmethyl)imidazole ClC1=C(C=CC(=C1)Cl)C=1N=C(NC1C)CC=1SC=CC1